OCC1CCC(CC1)N1N=NC(=C1)C=1C(=CC(=NC1)N1C=CC=2C1=NC=C(C2)C#N)NC(C)C 1-[5-[1-[4-(hydroxymethyl)cyclohexyl]triazol-4-yl]-4-(isopropylamino)-2-pyridyl]pyrrolo[2,3-b]pyridine-5-carbonitrile